N-[2-(2-amino-2-methylpropoxy)ethyl]-2-ethyl-4-[[3-[1-prop-2-ynyl-3-(trifluoromethyl)pyrazol-4-yl]imidazo[1,2-a]pyrazin-8-yl]amino]benzamide NC(COCCNC(C1=C(C=C(C=C1)NC=1C=2N(C=CN1)C(=CN2)C=2C(=NN(C2)CC#C)C(F)(F)F)CC)=O)(C)C